FC=1C(=C(C=CC1F)N1CN(C(C2=C1C=NC(=C2)C(F)(F)F)=O)C2=C(NC(C=C2)=O)C)C 1-(3,4-difluoro-2-methylphenyl)-3-(2-methyl-6-oxo-1,6-dihydropyridin-3-yl)-6-(trifluoromethyl)-2,3-dihydropyrido[3,4-d]pyrimidin-4(1H)-one